C(COCCC(C(=O)N)Cl)OCCC(C(=O)N)Cl ((ethane-1,2-diylbis(oxy))bis(ethane-2,1-diyl))bis(2-chloroacetamide)